E-2Z-6-nonadienal C=C\C=C\CC(CCC)=O